BrC=1C(=CC2=C(OC3=C2C=C(C(=C3)Br)O)C1)O 3,7-dibromo-2,8-dihydroxydibenzo[b,d]furan